4-(5-bromo-3-carbamoyl-6-(4-cyano-3-fluorophenyl)pyridin-2-yl)-1,4-diazine-1-carboxylic acid tert-butyl ester C(C)(C)(C)OC(=O)N1C=CN(C=C1)C1=NC(=C(C=C1C(N)=O)Br)C1=CC(=C(C=C1)C#N)F